6-(4-Chlorophenyl)-N-[(2S)-2,3-dihydroxypropyl]-2-(1-ethyl-1H-pyrazol-4-yl)-3-oxo-2,3-dihydropyridazine-4-carboxamide ClC1=CC=C(C=C1)C=1C=C(C(N(N1)C=1C=NN(C1)CC)=O)C(=O)NC[C@@H](CO)O